N-(1-naphthoyl)-4-chloroindole-3-formaldehyde C1(=CC=CC2=CC=CC=C12)C(=O)N1C=C(C2=C(C=CC=C12)Cl)C=O